methyl (S)-3-((2S,4R)-1-((S)-2-(3-cyano-1H-pyrazol-1-yl)-3-methylbutanoyl)-4-hydroxypyrrolidine-2-carboxamido)-3-(4-(4-methylthiazol-5-yl)phenyl)propanoate C(#N)C1=NN(C=C1)[C@H](C(=O)N1[C@@H](C[C@H](C1)O)C(=O)N[C@@H](CC(=O)OC)C1=CC=C(C=C1)C1=C(N=CS1)C)C(C)C